N-(2-((1S,3R)-3-aminocyclopentane-1-carboxamido)ethyl)-2-ethyl-4-((3-(3-(trifluoromethyl)-1H-pyrazol-4-yl)imidazo[1,2-a]pyrazin-8-yl)amino)benzamide N[C@H]1C[C@H](CC1)C(=O)NCCNC(C1=C(C=C(C=C1)NC=1C=2N(C=CN1)C(=CN2)C=2C(=NNC2)C(F)(F)F)CC)=O